Pyridine-4-carboxylic acid potassium salt [K+].N1=CC=C(C=C1)C(=O)[O-]